C(C=C)(=O)NCC(C)(C)S(=O)(=O)O.[Na] sodium acrylamidotertiary butyl-sulfonic acid